ClC1=C(C=C2C(=C(N(C2=C1C#N)C)C1=NC(=NN1)C(=O)N(C)C)N1C=NC=C1)OC 5-(6-chloro-7-cyano-3-(1H-imidazol-1-yl)-5-methoxy-1-methyl-1H-indol-2-yl)-N,N-dimethyl-1H-1,2,4-triazole-3-carboxamide